[4-(2,7-diazaspiro[3.5]non-2-yl)-3-methyl-2-oxo-benzoimidazol-1-yl]piperidine-2,6-dione C1N(CC12CCNCC2)C2=CC=CC=1N(C(N(C12)C)=O)N1C(CCCC1=O)=O